CC1=NC=C(C=N1)N1CC(CC1)N1C(C2=CC=CC=C2C1=O)=O 2-[1-(2-methylpyrimidin-5-yl)pyrrolidin-3-yl]isoindole-1,3-dione